O[C@H]1[C@H](O[C@@]2([C@H](CCO2)C2=C(C=CC(=C2)C(=O)N)C2=CC=CC=C2)[C@@H]([C@H]1N1N=NC(=C1)C1=CC(=C(C(=C1)F)F)F)O)CO ((4r,5s,7r,8r,9s,10r)-8,10-dihydroxy-7-(hydroxymethyl)-9-(4-(3,4,5-trifluorophenyl)-1H-1,2,3-triazol-1-yl)-1,6-dioxaspiro[4.5]dec-4-yl)-[1,1'-biphenyl]-4-carboxamide